N[C@@H](COC1=NC(=NC(=C1)C1=C(C=CC=C1C)C)NS(=O)(=O)C=1C=C(C(=O)O)C=CC1)CC(C)C 3-[[4-[(2R)-2-Amino-4-methyl-pentoxy]-6-(2,6-dimethylphenyl)pyrimidin-2-yl]sulfamoyl]benzoic acid